2,3-difluoro-aniline FC1=C(N)C=CC=C1F